C(C1=CC=CC=C1)N1C[C@@H](CCC1)NC=1C(N(C(=NN1)C1=C(C=C(C=C1)OC(F)(F)F)OC)C)=O 6-[[(3R)-1-Benzyl-3-piperidyl]amino]-3-[2-methoxy-4-(trifluoromethoxy)phenyl]-4-methyl-1,2,4-triazin-5-one